(R)-2-(3-amino-1-(4-((6-amino-9H-purin-9-yl)methyl)-6-(3,4-difluorophenyl)pyridin-3-yl)piperidin-3-yl)-6-fluoropyridin-3-ol N[C@]1(CN(CCC1)C=1C=NC(=CC1CN1C2=NC=NC(=C2N=C1)N)C1=CC(=C(C=C1)F)F)C1=NC(=CC=C1O)F